1,1,1,3,3,3-Hexafluoropropan-2-yl (±)-1-(pyridin-4-ylcarbamoyl)-6-azaspiro[2.5]octane-6-carboxylate N1=CC=C(C=C1)NC(=O)[C@@H]1CC12CCN(CC2)C(=O)OC(C(F)(F)F)C(F)(F)F |r|